C(C)(C)(C)C1=NC(=NO1)C(=O)NCC1=C(C=C(C=C1)C1=NC=NN2C1=CC(=C2)C2=CC(=NC=C2)C)C 5-(tert-butyl)-N-(2-methyl-4-(6-(2-methylpyridin-4-yl)pyrrolo[2,1-f][1,2,4]triazin-4-yl)benzyl)-1,2,4-oxadiazole-3-carboxamide